pentyl (7-((3aR,4R,6R,6aR)-4-cyano-6-(hydroxymethyl)-2,2-dimethyltetrahydrofuro[3,4-d][1,3]dioxol-4-yl)pyrrolo[2,1-f][1,2,4]triazin-4-yl)carbamate C(#N)[C@]1(O[C@@H]([C@H]2OC(O[C@H]21)(C)C)CO)C2=CC=C1C(=NC=NN12)NC(OCCCCC)=O